C(C)(C)(C)OC(=O)N1CCN(CC1)C1=C2C=C(N=NC2=C(C=C1)C(=O)O)OC 5-[4-(tert-butoxycarbonyl)piperazin-1-yl]-3-methoxycinnoline-8-carboxylic acid